Diethyl-(methyl)ammonium C(C)[NH+](C)CC